C[C@@H]1CN(C[C@@H](N1)C)C1=C2C=NC(=NC2=C(C=C1)C(=O)NC=1C=C(C=2N(C1)C=C(N2)C)F)NS(=O)(=O)C 5-[(3R,5S)-3,5-dimethylpiperazin-1-yl]-N-(8-fluoro-2-methyl-imidazo[1,2-a]pyridin-6-yl)-2-(methanesulfonamido)quinazoline-8-carboxamide